tert-butyl 2-((3-methylureido)methyl)-7,8-dihydro-4H-pyrazolo[1,5-a][1,4]diazepine-5(6H)-carboxylate CNC(NCC1=NN2C(CN(CCC2)C(=O)OC(C)(C)C)=C1)=O